N1CCC2(CC1)CC1=CC=CC=C1C=C2N spiro[naphthalene-2,4'-piperidin]-3-amine